(2S)-4-[6-[3-(5-chloro-2,4-difluoro-phenyl)-1H-pyrazol-4-yl]-1,5-naphthyridin-3-yl]-N-methyl-piperazine-2-carboxamide ClC=1C(=CC(=C(C1)C1=NNC=C1C=1N=C2C=C(C=NC2=CC1)N1C[C@H](NCC1)C(=O)NC)F)F